2-iodo-4,6-dimethoxypyrimidine IC1=NC(=CC(=N1)OC)OC